ClC1=C(C=C(N)C=C1B1OC(C(O1)(C)C)(C)C)C 4-Chloro-3-methyl-5-(4,4,5,5-tetramethyl-1,3,2-dioxaborolan-2-yl)aniline